C(C1=CC=CC=C1)O[C@H]1C[C@@H](N(C1)C(=O)C1(CCC(CC1)(F)F)C1=CC=C(C=C1)OC)C(=O)NC1=CC=C2C(=N1)C=CN2C(=O)OC(C)(C)C tert-Butyl 5-{[(4S)-4-(benzyloxy)-1-{[4,4-difluoro-1-(4-methoxyphenyl)cyclohexyl]carbonyl}-D-prolyl]amino}-1H-pyrrolo[3,2-b]pyridine-1-carboxylate